N(=[N+]=[N-])CC1=CC=CC(=N1)C(C)(C)O 2-(6-(azidomethyl)pyridin-2-yl)propane-2-ol